FC(C1=CC=C(C=C1)N1CCCC2=CC=C(C=C12)N)(F)F 1-[4-(trifluoromethyl)phenyl]-3,4-dihydro-2H-quinolin-7-amine